1-(4-nitrobenzyl)-N-((tetrahydro-2H-pyran-2-yl)oxy)-1H-indole-6-carboxamide [N+](=O)([O-])C1=CC=C(CN2C=CC3=CC=C(C=C23)C(=O)NOC2OCCCC2)C=C1